COC(=O)C1(CC1)OC1=C(CN2CCNCC2)C=CC(=C1)C(F)(F)F 4-(2-(1-(methoxycarbonyl)cyclopropoxy)-4-(trifluoromethyl)benzyl)piperazine